S(=O)(=O)(O)OC[C@H](N)C(=O)O L-serine hydrogensulfate